(1R)-4-[(3-bromo-4-fluorophenyl)sulfamoyl]-6-chloro-2,3-dihydro-1H-inden-1-yl 2,2-dimethylpropanoate CC(C(=O)O[C@@H]1CCC2=C(C=C(C=C12)Cl)S(NC1=CC(=C(C=C1)F)Br)(=O)=O)(C)C